5-bromo-2-(trifluoromethoxy)benzohydrazide BrC=1C=CC(=C(C(=O)NN)C1)OC(F)(F)F